5-amino-2,3-dimethoxy-benzoic acid methyl ester COC(C1=C(C(=CC(=C1)N)OC)OC)=O